8-Bromo-4-hydroxy-3,6-dimethyl-chromene-2-thione BrC=1C=C(C=C2C(=C(C(OC12)=S)C)O)C